OC[C@H](C1=CC(=CC=C1)OC)NC1=NC(=NC=C1C1=NC(=NO1)C)NC=1C=C2CCNC(C2=CC1)=O 6-[[4-[[(1S)-2-hydroxy-1-(3-methoxyphenyl)ethyl]amino]-5-(3-methyl-1,2,4-oxadiazol-5-yl)pyrimidin-2-yl]amino]-3,4-dihydro-2H-isoquinolin-1-one